C(C)(C)N1N=CC2=C1NC=NC2=O 1-isopropyl-1H-pyrazolo[3,4-d]pyrimidin-4(7H)-one